C12CNCC(CC1)N2C=2N=CC1=C(N2)CCN(C1)C(CC(C)(C)C)=O 1-(2-(3,8-diazabicyclo[3.2.1]octan-8-yl)-7,8-dihydropyrido[4,3-d]pyrimidin-6(5H)-yl)-3,3-dimethylbutan-1-one